C12CN(CC(CC1)N2)C=2C=CC(=C(C(=O)NC1(CC1)C1=C3C=CC(=NC3=CC(=C1)C1=CN=C(O1)C)C)C2)C 5-(3,8-diazabicyclo[3.2.1]octan-3-yl)-2-methyl-N-(1-(2-methyl-7-(2-methyloxazol-5-yl)quinolin-5-yl)cyclopropyl)benzamide